N12CCCN=CC2CCCC1 1,5-diazabicyclo-[5.4.0]undec-5-ene